methyl (E)-3-(3-acetylthiophen-2-yl)acrylate C(C)(=O)C1=C(SC=C1)/C=C/C(=O)OC